methoxy-phenyl-triazine COC=1C(=NN=NC1)C1=CC=CC=C1